methyl 4-[2-(3-ethyloxetan-3-yl)ethynyl]cyclohexanecarboxylate C(C)C1(COC1)C#CC1CCC(CC1)C(=O)OC